C(C=C)(=O)OC1=C(C=CC=C1C)C 2,6-dimethylphenol acrylate